N[C@H]1CN(CC[C@@H]1F)C1=C2C(=C(NC2=CC=C1F)C)C 4-((3S,4S)-3-amino-4-fluoropiperidin-1-yl)-5-fluoro-2,3-dimethyl-1H-indole